Cl.ClC=1C(N(OC1C1=CC=CC=C1)C[C@@H](CN1CCOCC1)O)=O 4-chloro-2-[(2R)-2-hydroxy-3-morpholin-4-ylpropyl]-5-phenyl-1,2-oxazol-3-one hydrochloride